(S)-4-((S)-3-(5-cyclopropyl-4,7-difluoro-3,3-dimethyl-2-oxoindolin-1-yl)-2-oxopyrrolidin-1-yl)pentanoic acid C1(CC1)C=1C(=C2C(C(N(C2=C(C1)F)[C@@H]1C(N(CC1)[C@H](CCC(=O)O)C)=O)=O)(C)C)F